C(C1=CC=CC=C1)N1C(C(C2=CC=CC=C12)(C)CC(=O)OC)=O methyl 2-(1-benzyl-3-methyl-2-oxoindolin-3-yl)acetate